7-bromo-3,3-diethyl-8-methoxy-5-phenyl-2,3-dihydro-1,5-benzothiazepine-4(5H)-one BrC=1C(=CC2=C(N(C(C(CS2)(CC)CC)=O)C2=CC=CC=C2)C1)OC